C(CCC(=O)OCC(CCCC)CC)(=O)OCC(CCCC)CC.[Co] cobalt bis(2-ethylhexyl) succinate